(3S)-1-azabicyclo[2.2.2]octan-3-ol N12C[C@H](C(CC1)CC2)O